3,5-dimethyl-1H-pyrazole-1-carboxamidine CC1=NN(C(=C1)C)C(=N)N